BrC1=CC(=C(C#N)C=C1OC(F)F)C 4-Bromo-5-(difluoromethoxy)-2-methylbenzonitrile